P(=O)(O)(O)O[C@H]1C[C@@H](O[C@@H]1COP(=O)(O)O)N1C=NC=2C(=O)NC(N)=NC12 2'-deoxyguanosine-3',5'-O-diphosphate